C(C)(C)(C)C1=CN=C(O1)CSC1=CN=C(S1)NC(=O)C1CCN(CC1)CC(=O)NCCCCNC(OC(C)(C)C)=O tert-butyl (4-(2-(4-((5-(((5-(tert-butyl)oxazol-2-yl)methyl)thio) thiazol-2-yl)carbamoyl)piperidin-1-yl)acetamido)butyl)carbamate